N-methyl-N-(2-methyl-5,6,7,8-tetrahydro-1,6-naphthyridin-3-yl)acrylamide TFA salt OC(=O)C(F)(F)F.CN(C(C=C)=O)C=1C(=NC=2CCNCC2C1)C